1-(naphthalen-2-yl)-3-azabicyclo[3.1.0]hexane C1=C(C=CC2=CC=CC=C12)C12CNCC2C1